1,4,7,10-tetrakis(aminocarboxymethyl)-1,4,7,10-tetraazacyclotetradecane NC(N1CCN(CCN(CCN(CCCC1)C(C(=O)O)N)C(C(=O)O)N)C(C(=O)O)N)C(=O)O